C(CCCCCCC\C=C/C=C/CC)CC(=O)OCC1=CC(=CC=C1)C=1N=C(C2=C(N1)C=CS2)N2CCOCC2 (3-(4-morpholinyl-thieno[3,2-d]pyrimidin-2-yl)phenyl)methanol (9Z,11E)-tetradeca-9,11-dien-1-yl-acetate